O=C1OC(CC1C1CC2C(C(OC2=O)=O)C2=CC=CC=C12)=O 5-(2,5-dioxotetrahydrofuran-3-yl)-3a,4,5,9b-tetrahydronaphtho[1,2-c]furan-1,3-dione